tert-Butyl 6-[1-(2-ethylsulfanyl-6-methyl-4-oxo-chromen-8-yl)ethylamino]-2,3-difluoro-benzoate C(C)SC=1OC2=C(C=C(C=C2C(C1)=O)C)C(C)NC1=CC=C(C(=C1C(=O)OC(C)(C)C)F)F